ClC(OC1=CC=C(C=C1)NC(=O)C=1C=C2CC(N(C2=C(C1)C=1C=NC=NC1)C(C)C)C(=O)NCCS(=O)(=O)C)(F)F N5-(4-(chlorodifluoromethoxy)phenyl)-1-isopropyl-N2-(2-(methylsulfonyl)ethyl)-7-(pyrimidin-5-yl)indoline-2,5-dicarboxamide